CN1CC2=CC=C(C=C2CC1)C=O 2-methyl-1,2,3,4-tetrahydroisoquinoline-6-carbaldehyde